CC1=CC(=NN1)NC1=NC(=NC2=CC(=CC=C12)N1CCOCC1)NC1CC2CCC(C1)N2CCC#N 3-((3-exo)-3-((4-((5-methyl-1H-pyrazol-3-yl)amino)-7-morpholinoquinazolin-2-yl)amino)-8-azabicyclo[3.2.1]octan-8-yl)propionitrile